C1(=CC=CC=C1)C1=CC(CCC1)=O 3-phenylcyclohex-2-en-1-one